8-bromo-6-iodo-2-(4-methoxybenzyl)-7-(pyridin-4-yl)-3,4-dihydropyrrolo[1,2-a]pyrazin-1(2H)-one BrC=1C(=C(N2C1C(N(CC2)CC2=CC=C(C=C2)OC)=O)I)C2=CC=NC=C2